[2-[tert-butyl-(dimethyl)silyl]oxopent-4-ynyl]carbamic acid tert-butyl ester C(C)(C)(C)OC(NC(C(CC#C)[Si](C)(C)C(C)(C)C)=O)=O